4-Cyclopropyl-N-((S)-1-((1r,4S)-4-methylcyclohexyl)-2-oxo-2-((4-(((3R,5S)-2-oxo-5-(trifluoromethyl)pyrrolidin-3-yl)methyl)pyridin-2-yl)amino)ethyl)-1,2,5-oxadiazole-3-carboxamide C1(CC1)C=1C(=NON1)C(=O)N[C@H](C(NC1=NC=CC(=C1)C[C@H]1C(N[C@@H](C1)C(F)(F)F)=O)=O)C1CCC(CC1)C